2-bromo-2-(2-chloro-4-fluorophenyl)acetic acid methyl ester COC(C(C1=C(C=C(C=C1)F)Cl)Br)=O